Methyl (Z)-1-(4-amino-2-fluorobut-2-en-1-yl)-4-(3-(methylsulfonyl)phenyl)-1H-benzo[d][1,2,3]triazole-6-carboxylate hydrochloride hydrochloride Cl.Cl.NC\C=C(\CN1N=NC2=C1C=C(C=C2C2=CC(=CC=C2)S(=O)(=O)C)C(=O)OC)/F